C(=C=C)SCCNC(CCNC([C@@H](C(COP(OP(OC[C@@H]1[C@H]([C@H]([C@@H](O1)N1C=NC=2C(N)=NC=NC12)O)OP(=O)(O)O)(=O)O)(=O)O)(C)C)O)=O)=O allenyl-CoA